methyl (2S,3S,4S,5R,6R)-3,4,5-triacetoxy-6-(2-bromoethoxy)tetrahydropyran-2-carboxylate C(C)(=O)O[C@@H]1[C@H](O[C@H]([C@@H]([C@H]1OC(C)=O)OC(C)=O)OCCBr)C(=O)OC